2-(7-((1R,5S,7r)-3-oxa-9-azabicyclo[3.3.1]nonan-7-yl)-6,7-dihydro-5H-pyrrolo[2,3-c]pyridazin-3-yl)-5-(1-methyl-1H-pyrazol-4-yl)phenol [C@H]12COC[C@H](CC(C1)N1CCC3=C1N=NC(=C3)C3=C(C=C(C=C3)C=3C=NN(C3)C)O)N2